N-((3aR,5s,6aS)-2-(5-(3-cyano-6-(1-methyl-1H-pyrazol-4-yl)pyrazolo[1,5-a]pyridin-4-yl)pyrazin-2-yl)-5-methyloctahydrocyclopenta[c]pyrrol-5-yl)-4-methoxypicolinamide C(#N)C=1C=NN2C1C(=CC(=C2)C=2C=NN(C2)C)C=2N=CC(=NC2)N2C[C@@H]1[C@H](C2)CC(C1)(C)NC(C1=NC=CC(=C1)OC)=O